FC(C(CNC[C@@H]1NC2=CC(=C(C(=C2C1)F)N1CC(NS1(=O)=O)=O)O)O)F 5-[(2R)-2-{[(3,3-difluoro-2-hydroxypropyl)amino]methyl}-4-fluoro-6-hydroxy-2,3-dihydro-1H-indol-5-yl]-1λ6,2,5-thiadiazolidine-1,1,3-trione